C(C)C(CNC(CCCCCC(C)C)=O)CCCC N-(2-ethylhexyl)isononan-1-amid